OCC1=CC=C(NC(CCCC(=O)[O-])=O)C=C1 5-[4-(hydroxymethyl)anilino]-5-oxo-pentanoate